5-(benzyloxy)-2-methyl-N-(2-(4-methylpiperazin-1-yl)ethyl)benzofuran-3-carboxamide C(C1=CC=CC=C1)OC=1C=CC2=C(C(=C(O2)C)C(=O)NCCN2CCN(CC2)C)C1